ClC1=NC=C(C(=O)NOCC)C(=C1)NC1=C(C=C(C=C1)C1CC1)NS(=O)(=O)C 6-chloro-4-((4-cyclopropyl-2-(N-methylsulfonylamino)phenyl)amino)-N-ethoxynicotinamide